(S)-1-(3,5-dichloro-4-(2-methoxyethoxy)phenethyl)piperidin-3-amine hydrochloride Cl.ClC=1C=C(CCN2C[C@H](CCC2)N)C=C(C1OCCOC)Cl